2-(1-propenylpyrrolidin-3-yl)-4-(3,5-dimethoxyphenylethynyl)-5-carbamoyl-6-aminopyrimidine C(=CC)N1CC(CC1)C1=NC(=C(C(=N1)C#CC1=CC(=CC(=C1)OC)OC)C(N)=O)N